BrC=1C=C2C(=CC=NC2=C(C1)C)C(=O)O 6-bromo-8-methylquinoline-4-carboxylic acid